8-(2,6-Difluorobenzyl)-2-{[(1S)-1-{4-[(4,4-difluoropiperidin-1-yl)carbonyl]phenyl}ethyl]amino}pyrido[2,3-d]pyrimidin-7(8H)-on FC1=C(CN2C(C=CC3=C2N=C(N=C3)N[C@@H](C)C3=CC=C(C=C3)C(=O)N3CCC(CC3)(F)F)=O)C(=CC=C1)F